1,3-Bis(4-methacryloxybutyl)-tetraethyldisiloxan C(C(=C)C)(=O)OCCCC[Si](O[Si](CCCCOC(C(=C)C)=O)(CC)CC)(CC)CC